ClC=1C=C(C=CC1)C#C\C=C/1\C(CN(CC1)S(=O)(=O)N1CC(OC(C1)C)C)(C)C 4-({(4E)-4-[3-(3-chlorophenyl)prop-2-yn-1-ylidene]-3,3-dimethylpiperidin-1-yl}sulfonyl)-2,6-dimethylmorpholine